Amino-1,3-propandiol NC(CCO)O